N1CC(C1)N1CCC(CC1)N1CCC(CC1)N1N=C(C=2C1=NC=NC2N)C2=CC=C(C=C2)OC2=CC=CC=C2 1-(1'-(azetidin-3-yl)-[1,4'-bipiperidin]-4-yl)-3-(4-phenoxyphenyl)-1H-pyrazolo[3,4-d]pyrimidin-4-amine